allyl-6-(p-chlorophenylamino)-1-[6-(4-piperidyloxy)-2-pyridyl]-1,2-dihydro-3H-1,2,5,7-tetraazainden-3-one C(C=C)N1N(C2=NC(=NC=C2C1=O)NC1=CC=C(C=C1)Cl)C1=NC(=CC=C1)OC1CCNCC1